COC=1C=C(C=C(C1)OC)C=1C=C(C=2N(C1)C=C(N2)C2=CC=C(C=C2)OCCOCCOCCOCCOCCO)C2=CC=C(C=C2)C(C)=O (4-(6-(3,5-dimethoxyphenyl)-2-(4-((14-hydroxy-3,6,9,12-tetraoxatetradecyl)oxy)phenyl)imidazo[1,2-a]pyridin-8-yl)phenyl)ethan-1-one